C(CCCCCCC)C(CN1C(C2=C(N(C(C2=C1C=1SC=CC1)=O)CC(CCCCCCCCCC)CCCCCCCC)C=1SC=CC1)=O)CCCCCCCCCC 2,5-bis(2-octyl-dodecyl)-3,6-bis(thiophene-2-yl)pyrrolo[3,4-C]pyrrole-1,4(2H,5H)-dione